C[N+]1=CC=C(C=C1)OC N-methyl-4-methoxy-pyridinium